CC=1C=C(C=CC1OC1=CC2=C(N(C=N2)C)C=C1)NC1=NC=NC=C1C#CC1(CC1)NC(\C=C\CN1CCOCC1)=O (2E)-N-(1-((4-((3-methyl-4-((1-methyl-1H-benzoimidazol-5-yl)oxy)phenyl)amino)pyrimidin-5-yl)ethynyl)cyclopropyl)-4-morpholinobut-2-enamide